[Cl-].[Cl-].[SiH3][Ti](C1(C(=C(C(=C1)C)C)C)C)(NC(C)(C)C)NC(C)(C)C silylbis(N-t-butylamino)(tetramethylcyclopentadienyl)titanium dichloride